Cl.CN1N=C2C(=CC(=CC2=C1)C1=CC2=C(C=N1)N=C(S2)OC2CCNCC2)C#N 2-Methyl-5-{2-[(piperidin-4-yl)oxy][1,3]thiazolo[4,5-c]pyridin-6-yl}-2H-indazol-7-carbonitril-Hydrochlorid